5-(2-(2-(4-(3-(1-(5-chloropyrimidin-2-yl)piperidin-4-yl)propoxy)-2-fluorophenyl)acetyl)-2,5-diazaspiro[3.4]octan-5-yl)-5-oxopentane-1-sulfonic acid ClC=1C=NC(=NC1)N1CCC(CC1)CCCOC1=CC(=C(C=C1)CC(=O)N1CC2(C1)N(CCC2)C(CCCCS(=O)(=O)O)=O)F